N[C@@H](C(C)(C)C)CO (S)-tert-Leucinol